methyl 4-(6-fluoro-2-methyl-5-((4-methylthiazol-5-yl)methoxy)benzofuran-3-carboxamido)tetrahydro-2H-pyran-4-carboxylate FC1=CC2=C(C(=C(O2)C)C(=O)NC2(CCOCC2)C(=O)OC)C=C1OCC1=C(N=CS1)C